ClC1=CC(=C(OCC=2C=C(C=CC2)CC2CCN(CC2)CC2=NC3=C(N2CC2=CN=CN2CC)C=C(C=C3)C(=O)O)C=C1)C#N 2-{[4-({3-[(4-chloro-2-cyanophenoxy)methyl]phenyl}methyl)piperidin-1-yl]methyl}-1-[(1-ethyl-1H-imidazol-5-yl)methyl]-1H-1,3-benzodiazole-6-carboxylic acid